COC1=CC=C(C=C1)NNC(=O)C1(CC2=CC=CC=C2C1)NC(=O)C=1C(=NN(C1)C)C(F)F N-(2-(2-(4-methoxyphenyl)hydrazine-1-carbonyl)-2,3-dihydro-1H-inden-2-yl)-3-(difluoromethyl)-1-methyl-1H-pyrazole-4-carboxamide